C1=NC=CC=2NN3C(=CN=CC=C3)C21 pyrido[4',3':3,4]pyrazolo[1,5-a][1,4]diazepine